N1=NC=CC=2C=CC=3C=C4C=CC=CC4=CC3C21 1,2-benzophenazin